CC1C(CC(C(C1)C(=O)OCC)=O)C1=C2C=NN(C2=CC=C1C)C1OCCCC1 ethyl 5-methyl-4-(5-methyl-1-tetrahydropyran-2-yl-indazol-4-yl)-2-oxo-cyclohexanecarboxylate